4-hydroxy-4-(4-trifluoromethylphenyl)cyclohexanecarboxaldehyde OC1(CCC(CC1)C=O)C1=CC=C(C=C1)C(F)(F)F